benzimidazole-2-carbaldehyde N1=C(NC2=C1C=CC=C2)C=O